2-(4-bromo-2,6-dichloro-phenoxy)-5-methoxy-4-[(4-methoxyphenyl)methylsulfanyl]benzonitrile BrC1=CC(=C(OC2=C(C#N)C=C(C(=C2)SCC2=CC=C(C=C2)OC)OC)C(=C1)Cl)Cl